CC1=CC(=C(C=C1)C1=C(C=CC=C1)[Si](C)(C)C)[Si](C)(C)C (4-methyl-[1,1'-biphenyl]-2,2'-diyl)bis(trimethylsilane)